C(=CC1=CC=CC=C1)P(O)(=O)CC1=CC=CC=C1 styryl-benzyl-phosphinic acid